S(=S)(=O)O THIOSULFONIC ACID